N-(3-(N-(tert-butyl)sulfamoyl)phenyl)-4-(N-(1-hydroxy-2-methylpropan-2-yl)sulfamoyl)-2-(6-azaspiro[2.5]octan-6-yl)benzamide C(C)(C)(C)NS(=O)(=O)C=1C=C(C=CC1)NC(C1=C(C=C(C=C1)S(NC(CO)(C)C)(=O)=O)N1CCC2(CC2)CC1)=O